5-methyl-7-{3-[(3-methyloxetan-3-yl)methoxy]azetidin-1-yl}-4-oxo-1-(1,3-thiazol-2-yl)-1,4-dihydro-1,8-naphthyridine-3-carboxylic acid CC1=C2C(C(=CN(C2=NC(=C1)N1CC(C1)OCC1(COC1)C)C=1SC=CN1)C(=O)O)=O